1-{6-[5-fluoro-2-methoxy-4-(2-methyl-1,3-thiazol-5-yl)phenyl]pyridazin-3-yl}-N-(oxan-4-yl)pyrrolidin-3-amine FC=1C(=CC(=C(C1)C1=CC=C(N=N1)N1CC(CC1)NC1CCOCC1)OC)C1=CN=C(S1)C